O=C1NC(CCC1N1CC2=CC=C(C(=C2C1=O)C#N)C#N)=O 2-(2,6-dioxopiperidin-3-yl)-3-oxoisoindoline-4,5-dicarbonitrile